8-(dimethylamino)-8-(3-fluorophenyl)-3-(1-(2-(methylsulfonyl)ethyl)-3-(trifluoromethyl)-1H-pyrazol-5-yl)-1,3-diazaspiro[4.5]decan-2-one CN(C1(CCC2(CN(C(N2)=O)C2=CC(=NN2CCS(=O)(=O)C)C(F)(F)F)CC1)C1=CC(=CC=C1)F)C